2-(((1R,6S)-2-azabicyclo[4.1.0]hept-2-yl)methyl)-6-(3-(1-(4-methyl-4H-1,2,4-triazol-3-yl)cyclobutyl)phenyl)-4-(trifluoromethyl)-1,6-dihydro-7H-pyrrolo[2,3-c]pyridin-7-one [C@@H]12N(CCC[C@H]2C1)CC1=CC2=C(C(N(C=C2C(F)(F)F)C2=CC(=CC=C2)C2(CCC2)C2=NN=CN2C)=O)N1